CC1=CC(=NN1C1OCCCC1)C#CC1=NN=C(S1)NC(OC(C)(C)C)=O tert-butyl (5-((5-methyl 1-(tetrahydro-2H-pyran-2-yl)-1H-pyrazol-3-yl)ethynyl)-1,3,4-thiadiazol-2-yl)carbamate